N1C=CC2=CC=CC(=C12)CCNC1=CC=NC=N1 6-[2-(1H-indol-7-yl)-ethylamino]-pyrimidin